(1S,2S,3S,6R)-4-(fluoromethyl)-6-(((1-hydroxycyclohexyl)methyl)amino)cyclohex-4-ene-1,2,3-triol FCC=1[C@@H]([C@@H]([C@H]([C@@H](C1)NCC1(CCCCC1)O)O)O)O